C(C)(C)(C)N(S(=O)(=O)C=1C=C2C=CN(C2=C(C1)N1[C@@H]2CN(C[C@H]1CC2)C(C2=C(C=C(C=C2)F)Cl)=O)C)C N-tert-butyl-7-[(1S,5R)-3-(2-chloro-4-fluoro-benzoyl)-3,8-diazabicyclo[3.2.1]octan-8-yl]-N,1-dimethyl-indole-5-sulfonamide